ethyl 1-(5-{5-[6-ethoxy-5-(trifluoromethyl)pyridin-3-yl]-7-[{[1-(methoxymethyl)cyclobutyl]methyl} (methyl)amino]-1H-imidazo[4,5-b]pyridin-2-yl} pyrazin-2-yl)piperidine-4-carboxylate C(C)OC1=C(C=C(C=N1)C1=CC(=C2C(=N1)N=C(N2)C=2N=CC(=NC2)N2CCC(CC2)C(=O)OCC)N(C)CC2(CCC2)COC)C(F)(F)F